(2S,6S)-N-(4-(1,1-difluoroethoxy)benzyl)-1-isobutyryl-6-methyl-4-(phenylsulfonyl)piperazine-2-carboxamide FC(C)(OC1=CC=C(CNC(=O)[C@H]2N([C@H](CN(C2)S(=O)(=O)C2=CC=CC=C2)C)C(C(C)C)=O)C=C1)F